ClC1=CC(=C(C=C1)C1OC2=C(C=CC=C2CC1(F)F)C1CCN(CC1)C(=O)OC(C)(C)C)F tert-butyl 4-(2-(4-chloro-2-fluorophenyl)-3,3-difluorochromene-8-yl)piperidine-1-carboxylate